BrC=1C=C(C(=C(C1)CN)N1N=CN=N1)C (5-bromo-3-methyl-2-(2H-tetrazol-2-yl)phenyl)methylamine